ethoxypropenal C(C)OC(C=O)=C